CC1(C(NCC1)=O)C=1OC(=NN1)C1=NC=CN=C1NC1=CC=C(C=C1)C(F)(F)F 3-methyl-3-{5-[3-(4-trifluoromethyl-phenylamino)-pyrazin-2-yl]-[1,3,4]oxadiazol-2-yl}-pyrrolidin-2-one